di-dodecyl mercaptoethyl-2,2-bis-(3,5-di-tert-butyl-4-hydroxybenzyl)malonate SCCC(C1=CC(=C(C(=C1)C(C)(C)C)O)C(C)(C)C)C(C(=O)OCCCCCCCCCCCC)(C(=O)OCCCCCCCCCCCC)CC1=CC(=C(C(=C1)C(C)(C)C)O)C(C)(C)C